N1(CCC1)[C@@]1(CN(CCC1)C1=CC(=C(C=C1)S(=O)(=O)NC1=NC=NC=C1)F)CCC1=CC(=CC=C1)C(F)(F)F (S)-4-(3-(Azetidin-1-yl)-3-(3-(trifluoromethyl)phenethyl)-piperidin-1-yl)-2-fluoro-N-(pyrimidin-4-yl)benzenesulfonamide